4-(4-(((R)-1-(3-(difluoromethyl)-2-fluorophenyl)ethyl)amino)-2-methyl-6-nitroquinazolin-7-yl)morpholine-3-carboxylic acid methyl ester COC(=O)C1N(CCOC1)C1=C(C=C2C(=NC(=NC2=C1)C)N[C@H](C)C1=C(C(=CC=C1)C(F)F)F)[N+](=O)[O-]